2-[5-(3-Iodo-7-methyl-1H-indazol-1-yl)pyridin-2-yl]-2-azabicyclo[2.2.2]octane-5-carboxylic acid methyl ester COC(=O)C1C2CN(C(C1)CC2)C2=NC=C(C=C2)N2N=C(C1=CC=CC(=C21)C)I